NN1C(=NC(=C1C(=O)N)C1=CC=C(C=C1)CNC(C1=C(C=CC(=C1)F)OC)=O)[C@@H]1CC[C@@H](CC1)O 1-amino-4-(4-((5-fluoro-2-methoxybenzamido)methyl)phenyl)-2-(cis-4-hydroxycyclohexyl)-1H-imidazole-5-carboxamide